tert-butyl (R)-1-(3-(methylsulfonyl)cyclobutyl)-[3,4'-bipiperidine]-1'-carboxylate CS(=O)(=O)C1CC(C1)N1C[C@H](CCC1)C1CCN(CC1)C(=O)OC(C)(C)C